C1(CC1)N1CCN(C2=CC=CC=C12)C(=O)C1=CN=CN1CC1=C(C=CC(=C1)Cl)Cl (4-cyclopropyl-3,4-dihydroquinoxalin-1(2H)-yl)(1-(2,5-dichlorobenzyl)-1H-imidazol-5-yl)methanone